C(C)OC(CC(C1=CC(=C(C=C1)OC)F)C=1SC=C(N1)CCCC1N(C2=NC=CC=C2CC1)C(=O)OC1=CC=CC=C1)=O phenyl 2-(3-(2-(3-ethoxy-1-(3-fluoro-4-methoxyphenyl)-3-oxopropyl)thiazol-4-yl)propyl)-3,4-dihydro-1,8-naphthyridine-1(2H)-carboxylate